dichloro-ethylamine hydrochloride Cl.ClN(CC)Cl